CS(=O)(=O)C=1N=NC=C(N1)C1=CC=C(C=C1)S(=O)(=O)C 3-methanesulfonyl-5-(4-methanesulfonylphenyl)-1,2,4-triazine